C1=COC(=C1)C(=O)O α-furoic acid